6-chloro-N-[5-(2,2-difluoroethyl)-4,6-dimethoxy-pyrimidin-2-yl]-7-morpholino-1H-indole-3-sulfonamide ClC1=CC=C2C(=CNC2=C1N1CCOCC1)S(=O)(=O)NC1=NC(=C(C(=N1)OC)CC(F)F)OC